N1C=[NH+]C2=C1C=CC=C2 1,3-benzodiazol-3-ium